(S,E)-methyl 6-(1H-imidazole-4-carboxamido)-7-(1-(2-(2-adamantylamino)-2-oxoethyl)-2-oxo-1,2-dihydropyridin-3-ylamino)-7-oxohept-2-enoate N1C=NC(=C1)C(=O)N[C@@H](CC/C=C/C(=O)OC)C(=O)NC=1C(N(C=CC1)CC(=O)NC1C2CC3CC(CC1C3)C2)=O